C(C)(C)(C)OC(=O)N1CCN(CC1)C1=CC=C2C(=N1)N(N=C2)CC2=CC=CC=C2 4-(1-benzyl-1H-pyrazolo[3,4-b]pyridin-6-yl)piperazine-1-carboxylic acid tert-butyl ester